BrC1=C(C(=CC=C1)[N+](=O)[O-])F 1-bromo-2-fluoro-3-nitrobenzene